C(C1=CC=CC=C1)OC=1C=C(C=CC1OC)C=1C=2N(C(=NC1C1=CC(=C(C#N)C=C1)F)O)C=CN2 4-(8-(3-(Benzyloxy)-4-methoxyphenyl)-5-hydroxyimidazo[1,2-c]pyrimidin-7-yl)-2-fluorobenzonitrile